(1r,3s,5r)-3-((6-chloro-3-fluoropyridin-2-yl)carbamoyl)-2-azabicyclo[3.1.0]hexane-2-carboxylic acid tert-butyl ester C(C)(C)(C)OC(=O)N1[C@@H]2C[C@@H]2C[C@H]1C(NC1=NC(=CC=C1F)Cl)=O